3-(5-(((1R,2S)-2-(2-oxa-6-azaspiro[3.3]heptan-6-yl)cyclohexyl)oxy)-1-oxoisoindolin-2-yl)piperidine-2,6-dione C1OCC12CN(C2)[C@@H]2[C@@H](CCCC2)OC=2C=C1CN(C(C1=CC2)=O)C2C(NC(CC2)=O)=O